Tert-butyl ((4,4-difluoro-4,5,6,7-tetrahydrothieno[2,3-c]pyridin-7-yl)methyl)carbamate FC1(C2=C(C(NC1)CNC(OC(C)(C)C)=O)SC=C2)F